8,8'-azanediylbis(N,N-didecyloctanamide) N(CCCCCCCC(=O)N(CCCCCCCCCC)CCCCCCCCCC)CCCCCCCC(=O)N(CCCCCCCCCC)CCCCCCCCCC